FC1=C(C=C(C=N1)NC=C1C(OC(OC1=O)(C)C)=O)OC 5-{[(6-fluoro-5-methoxypyridin-3-yl)amino]methylene}-2,2-dimethyl-1,3-dioxane-4,6-dione